5-methoxy-1-methyl-2-(phenylethynyl)-1H-indole COC=1C=C2C=C(N(C2=CC1)C)C#CC1=CC=CC=C1